N[C@H](C)C1=CC(=CC=2C(N3C(=NC12)C1=CC=C(C=C1C3)Cl)=O)C (R)-6-(1-aminoethyl)-2-chloro-8-methylisoindolo[1,2-b]quinazolin-10(12H)-one